N-3-bromophenylcarbonyl-sulfenamide BrC=1C=C(C=CC1)C(=O)NS